NC1=NC(=CC(=N1)N1CCC2(C[C@H](NC2)C(=O)OCC)CC1)O[C@@H](C(F)(F)F)C1=C(C=C(C=C1)Cl)C1=CC(=CC=C1)C(=O)N1CCNCC1 (S)-ethyl 8-(2-amino-6-((R)-1-(5-chloro-3'-(piperazine-1-carbonyl)-[1,1'-biphenyl]-2-yl)-2,2,2-trifluoroethoxy)pyrimidin-4-yl)-2,8-diazaspiro[4.5]decane-3-carboxylate